ClC1=NC(=CC(=N1)N[C@@H]1CN(CCC1)C(=O)OC(C)(C)C)C(=O)N1CCOCC1 Tert-Butyl (S)-3-((2-chloro-6-(morpholine-4-carbonyl)pyrimidin-4-yl)amino)piperidine-1-carboxylate